C(C=CCC)(=O)O α-pentenoic acid